C(CCCCCCCCC(=O)O)(=O)O.C(CCCCCCC)(=O)C(O)C(O)CO octanoyl-glycerol sebacate